3-fluoropyrrolidine hydrochloride Cl.FC1CNCC1